FC1=C2CC(CC2=CC(=C1I)OCOCCOC)CNC(OC(C)(C)C)=O tert-butyl ({4-fluoro-5-iodo-6-[(2-methoxyethoxy)methoxy]-2,3-dihydro-1H-inden-2-yl}methyl)carbamate